Cl.C(C1=CC=CC=C1)#N benzonitrile, hydrochloride salt